(Diphenylphosphoryl)methanesulfonamide C1(=CC=CC=C1)P(=O)(C1=CC=CC=C1)CS(=O)(=O)N